(S)- and (R)-2-((4-cyanophenEthyl)amino)-2-(2-methoxyphenyl)-N-(5-(1-methyl-1H-pyrazol-4-yl)pyridin-2-yl)acetamide C(#N)C1=CC=C(CCN[C@H](C(=O)NC2=NC=C(C=C2)C=2C=NN(C2)C)C2=C(C=CC=C2)OC)C=C1 |r|